2-((3R,4R)-3-Amino-4-fluoropiperidin-1-yl)-1-((S)-1-(5-cyanopyridin-2-yl)ethyl)-1H-benzo[d]imidazol-5-carbonitril-hydrochlorid Cl.N[C@@H]1CN(CC[C@H]1F)C1=NC2=C(N1[C@@H](C)C1=NC=C(C=C1)C#N)C=CC(=C2)C#N